N1=CC=C(C=C1)CCN1N=C(C2=CC=CC=C12)N 1-(2-(pyridin-4-yl)ethyl)-1H-indazol-3-amine